6-(2-(1-(2-(4,4-difluoropiperidin-1-yl)pyrimidin-4-yl)-1H-1,2,3-triazol-4-yl)-5-bromophenyl)-6-azaspiro[2.5]octane FC1(CCN(CC1)C1=NC=CC(=N1)N1N=NC(=C1)C1=C(C=C(C=C1)Br)N1CCC2(CC2)CC1)F